(Z)-8-benzyl-6-(3-((tert-butyldimethylsilyl)oxy)-2-fluorophenyl)-2-(4-fluorobenzylidene)imidazo[1,2-a]Pyrazin-3(2H)-one C(C1=CC=CC=C1)C=1C=2N(C=C(N1)C1=C(C(=CC=C1)O[Si](C)(C)C(C)(C)C)F)C(/C(/N2)=C/C2=CC=C(C=C2)F)=O